ClC1=CC=C(C=C1)NNC(CCC(NC1=CC(=CC=C1)OC)=C1C(NCC1=O)=O)=O N'-(4-chlorophenyl)-4-(2,4-dioxopyrrolidin-3-ylidene)-4-((3-methoxyphenyl)amino)butyryl-hydrazine